ethyl 6-benzyl-2-chloro-5-oxo-5,6-dihydro-1,6-naphthyridine-3-carboxylate C(C1=CC=CC=C1)N1C(C=2C=C(C(=NC2C=C1)Cl)C(=O)OCC)=O